4,4'-BIPYRIDINE N1=CC=C(C=C1)C1=CC=NC=C1